3-(5-(difluoromethyl)-3-(3-(1-(o-tolyl)cyclopropyl)-1,2,4-oxadiazol-5-yl)-1H-pyrazol-1-yl)propenamide FC(C1=CC(=NN1C=CC(=O)N)C1=NC(=NO1)C1(CC1)C1=C(C=CC=C1)C)F